C(CCCCCCCC)/C(/C(=O)O)=C/C(=O)O.C(\C=C/C(=O)O)(=O)OCCCCCCCCC n-nonyl maleate (n-nonyl maleate)